tris(dibenzylideneacetone) bis(ethyl acetate) C(C)CC(=O)O.C(C)CC(=O)O.C(C1=CC=CC=C1)=CC(=O)C=CC1=CC=CC=C1.C(C1=CC=CC=C1)=CC(=O)C=CC1=CC=CC=C1.C(C1=CC=CC=C1)=CC(=O)C=CC1=CC=CC=C1